6,6-difluoro-3-oxo-4-[1-(2,2,2-trifluoroethyl)tetrazol-5-yl]hexanenitrile FC(CC(C(CC#N)=O)C1=NN=NN1CC(F)(F)F)F